2,3-dihydroxyphenylacetic acid OC1=C(C=CC=C1O)CC(=O)O